N-(3-methyl-1H-pyrazol-5-yl)-acetamide CC1=NNC(=C1)NC(C)=O